C1(CC1)N([C@@H](C(=O)OC)CO)CC1=C(C=C(C=C1)OC)OC Methyl (2R)-2-[cyclopropyl-[(2,4-dimethoxyphenyl)methyl]amino]-3-hydroxy-propanoate